FC1=C(C=CC(=C1)C1=NN(C=N1)C1=CC=C(C=C1)C(F)(F)F)NC(=O)\N=C\1/SCC(N1C1=C(C=CC(=C1)C)OCCC(F)(F)F)=O (Z)-1-(2-fluoro-4-(1-(4-(trifluoromethyl)phenyl)-1H-1,2,4-triazol-3-yl)phenyl)-3-(3-(5-methyl-2-(3,3,3-trifluoropropoxy)phenyl)-4-oxothiazolidin-2-ylidene)urea